O=C1NC(CCC1N1C(C2=CC=CC=3C2=C(C1=O)C=C(C3)OCCCCCCCCNC(C)=O)=O)=O N-(8-((2-(2,6-dioxopiperidin-3-yl)-1,3-dioxo-2,3-dihydro-1H-benzo[de]isoquinolin-5-yl)oxy)octyl)acetamide